C12CCCC(CC1)N2C2=C(C=C(C=C2F)NC(=O)C=2N=C(SC2CC(F)(F)F)N2CCCC2)F N-(4-(8-azabicyclo[3.2.1]octan-8-yl)-3,5-difluorophenyl)-2-(pyrrolidin-1-yl)-5-(2,2,2-trifluoroethyl)thiazole-4-carboxamide